C(#N)C=1C=C(C=NC1)[C@H]1N(OCC1)C(=O)C1CCN(CC1)C1=C(C(=NC=N1)C(=O)OCC)F Ethyl 6-[4-[(3S)-3-(5-cyano-3-pyridyl)isoxazolidine-2-carbonyl]-1-piperidyl]-5-fluoro-pyrimidine-4-carboxylate